N[C@@H](C(C)C)C(=O)OC1=CC2=CC=C(C(=C2C(=C1)C1=C(C=2N=C(N=C(C2C=N1)N1CCOCCC1)OC[C@]12CCCN2C[C@@H](C1)F)F)C#C)F 5-ethynyl-6-fluoro-4-(8-fluoro-2-(((2R,7aS)-2-fluorotetrahydro-1H-pyrrolizin-7a(5H)-yl)methoxy)-4-(1,4-oxazepan-4-yl)pyrido[4,3-d]pyrimidin-7-yl)naphthalen-2-yl L-valinate